2,6-dimethyl-indan monohydrochloride Cl.CC1CC2=CC(=CC=C2C1)C